(R)-N-(5-((2-(2-ethoxyethyl)-2-methylmorpholino)methyl)pyridin-2-yl)-5-fluoro-4-(4-fluoro-1-isopropyl-2-methyl-1H-benzo[d]imidazol-6-yl)pyrimidin-2-amine C(C)OCC[C@]1(OCCN(C1)CC=1C=CC(=NC1)NC1=NC=C(C(=N1)C=1C=C(C2=C(N(C(=N2)C)C(C)C)C1)F)F)C